2-(methylsulfenyl)-6-(trifluoromethyl)pyrimidine CSC1=NC(=CC=N1)C(F)(F)F